CN(CCCNC1=C(C=C(C=C1)S(=O)(=O)N)S(=O)(=O)C(F)(F)F)C 4-((3-(dimethylamino)propyl)amino)-3-((trifluoromethyl)sulfonyl)benzenesulfonamide